BrC=1C=C(N(N1)C)CC(=O)O 2-(5-bromo-2-methyl-pyrazol-3-yl)acetic acid